(+/-)-isopropyl (1S,3S)-3-((6-(5-(((cyclopentyl(methyl)carbamoyl)oxy)methyl)-1-methyl-1H-pyrazol-4-yl)-2-(2-(methylthio)ethoxy)pyridin-3-yl)oxy)cyclohexane-1-carboxylate C1(CCCC1)N(C(=O)OCC1=C(C=NN1C)C1=CC=C(C(=N1)OCCSC)O[C@@H]1C[C@H](CCC1)C(=O)OC(C)C)C |r|